C(C)OC(=O)[C@]12CCC(N2C[C@H](C1)OC(F)(F)F)=O (2S,7aS)-5-oxo-2-(trifluoromethoxy)hexahydro-1H-pyrrolizine-7a-carboxylic acid ethyl ester